O1C(CCCC1)N1N=CC(=C1)C1=CC=C(C=C1)N1CCC(CC1)C(=O)OC methyl 1-(4-(1-(tetrahydro-2H-pyran-2-yl)-1H-pyrazol-4-yl)phenyl)piperidine-4-carboxylate